C1(CC1)N[C@H]1CN(CCC1)C1=CC=NC(N1)=O (R)-6-(3-(cyclopropylamino)piperidin-1-yl)pyrimidin-2(1H)-one